C(C1=CC=CC=C1)OC1=NC(=CC=C1N1C(N(C2=C1C=C(C=C2)N2CCC(CC2)C(OC)OC)C)=O)OCC2=CC=CC=C2 3-(2,6-dibenzyl-oxy-3-pyridyl)-5-[4-(dimethoxymethyl)-1-piperidyl]-1-methyl-benzimidazol-2-one